C1=CC(=CC=C1N(C2=CC=C(C=C2)Br)C3=CC=C(C=C3)Br)F 4,4'-dibromo-4''-fluorotriphenylamine